2-(4-Fluoro-2-((2-((5-methoxy-2-methyl-4-(4-(4-methylpiperazin-1-yl)piperidin-1-yl)phenyl)amino)pyrimidin-4-yl)amino)phenyl)propan-2-ol FC1=CC(=C(C=C1)C(C)(C)O)NC1=NC(=NC=C1)NC1=C(C=C(C(=C1)OC)N1CCC(CC1)N1CCN(CC1)C)C